N-1-naphthyl-3-{[4-(7H-pyrrolo[2,3-d]pyrimidin-4-yl)-1H-pyrazol-1-yl]methyl}-benzamide C1(=CC=CC2=CC=CC=C12)NC(C1=CC(=CC=C1)CN1N=CC(=C1)C=1C2=C(N=CN1)NC=C2)=O